ClC1=CC=C(C=C1)C1=NN=C(S1)[C@@H]1CC[C@H](CC1)C(=O)OC trans-methyl 4-(5-(4-chlorophenyl)-1,3,4-thiadiazol-2-yl)cyclohexane-1-carboxylate